triethylsilyl-chlorosilane C(C)[Si](CC)(CC)[SiH2]Cl